CC1(O[C@H]2[C@@H](O1)O[C@@H](C2)[C@H](CC)O)C (S)-1-((3aR,5S,6aR)-2,2-dimethyltetrahydrofuro[2,3-d][1,3]Dioxol-5-yl)propan-1-ol